BrC=1C=C(C=CC1)N1NC=CN=C1 2-(3-bromophenyl)-[1,2,4]triazine